ClC=1C=C(C(=O)N(C)CC2(CC2)O)C=CC1C=1N(C2=NC=NC(=C2N1)OC1(CC1)C)CC1=NC=CC(=C1)C 3-chloro-N-((1-hydroxycyclopropyl)methyl)-N-methyl-4-(6-(1-methylcyclopropoxy)-9-((4-methylpyridin-2-yl)methyl)-9H-purin-8-yl)benzamide